1-(hex-3-en-1-yloxy)dodec-1,10-diene C(CC=CCC)OC=CCCCCCCCC=CC